ClC1=CC(=C(C=C1)NS(=O)(=O)C1C(CCCC1)NOC)C(F)(F)F N-(4-chloro-2-trifluoromethylphenyl)-2-methoxyaminocyclohexanesulfonamide